1-(cyclobutoxymethyl)-2-nitrobenzene C1(CCC1)OCC1=C(C=CC=C1)[N+](=O)[O-]